(2R)-2-hydroxy-3-[4-(trifluoromethyl) phenyl]Benzyl propionate C(CC)(=O)OCC1=C(C(=CC=C1)C1=CC=C(C=C1)C(F)(F)F)O